phenyl-dihydroxyl-phosphorus oxide C1(=CC=CC=C1)P(O)(O)=O